N-(9,9-diphenyl-9H-fluoren-2-yl)dibenzofuran-4-amine C1(=CC=CC=C1)C1(C2=CC=CC=C2C=2C=CC(=CC12)NC1=CC=CC2=C1OC1=C2C=CC=C1)C1=CC=CC=C1